ClC1=C(N(C(C2=C(C=CC=C12)N1CN=C(C(=C1)[N+](=O)[O-])OC)=O)C1=CC=CC=C1)[C@H](C)NC=1C2=C(N=CN1)NC=CC2=O (S)-4-((1-(4-chloro-8-(6-methoxy-5-nitropyrimidin-3-yl)-1-oxo-2-phenyl-1,2-dihydroisoquinolin-3-yl)ethyl)amino)pyrido[2,3-d]pyrimidin-5(8H)-one